tetraethylene glycol monotosylate S(=O)(=O)(C1=CC=C(C)C=C1)OCCOCCOCCOCCO